2-((S)-4-(8-fluoro-2-(((S)-1-methylpyrrolidin-2-yl)methoxy)-7-(5,6,7,8-tetrahydronaphthalen-1-yl)pyridino[4,3-d]pyrimidin-4-yl)-1-(2-fluoroacryloyl)piperazin-2-yl)acetonitrile FC1=C(N=CC2=C1N=C(N=C2N2C[C@@H](N(CC2)C(C(=C)F)=O)CC#N)OC[C@H]2N(CCC2)C)C2=CC=CC=1CCCCC21